3,3-dibromo-1,1,1-trifluoropropan-2-one BrC(C(C(F)(F)F)=O)Br